tert-butyl (S)-4-(7-bromo-4-((2-fluoro-4-((5-fluoropyridin-3-yl)oxy)-5-methylphenyl)amino)pyrido[3,2-d]pyrimidin-6-yl)-2-(hydroxymethyl)piperazine-1-carboxylate BrC1=CC=2N=CN=C(C2N=C1N1C[C@H](N(CC1)C(=O)OC(C)(C)C)CO)NC1=C(C=C(C(=C1)C)OC=1C=NC=C(C1)F)F